FC1=C(C(=O)N)C=C(C(=C1)NC1=NC=C(C(=N1)OC1=C2C(N(CC2=CC=C1)C)=O)C(F)(F)F)OC 2-fluoro-5-methoxy-4-((4-((2-methyl-3-oxoisoindoline-4-yl)oxy)-5-(trifluoromethyl)pyrimidin-2-yl)amino)benzamide